((R)-1-fluoropropan-2-yl)-2,3-dihydro-1H-pyrrolo[3,4-c]pyridin-1-one FC[C@@H](C)N1CC=2C=NC=CC2C1=O